C(CCCCCCCN)N 1,8-Octandiamin